tricetyl phosphate P(=O)(OCCCCCCCCCCCCCCCC)(OCCCCCCCCCCCCCCCC)OCCCCCCCCCCCCCCCC